FC(C=1CN(CCC1)C(=O)OC(C)(C)C)(F)F tert-butyl 3-(trifluoromethyl)-5,6-dihydro-2H-pyridine-1-carboxylate